1,1,1-trifluoro-N-(pyridin-2-yl)-N-((trifluoromethyl)sulfonyl)methanesulfonamide FC(S(=O)(=O)N(S(=O)(=O)C(F)(F)F)C1=NC=CC=C1)(F)F